2-hydroxycinnamaldehyde OC1=C(C=CC=O)C=CC=C1